3-({[(4S)-7-(4-methylphenyl)-3,4-dihydro-2H-1-benzopyran-4-yl]methyl}amino)pyridine-4-carboxylic acid CC1=CC=C(C=C1)C1=CC2=C([C@H](CCO2)CNC=2C=NC=CC2C(=O)O)C=C1